4-(6-chloro-8-fluoro-4-(piperazin-1-yl)-2-(((S)-pyrrolidin-2-yl)methoxy)quinazolin-7-yl)benzo[d]thiazol-2-amine ClC=1C=C2C(=NC(=NC2=C(C1C1=CC=CC2=C1N=C(S2)N)F)OC[C@H]2NCCC2)N2CCNCC2